NC1=NC=2C=CC(=CC2C2=C1[C@H](OC2)C)C(=O)N(CC2=NN(C=N2)C)CC (3R)-4-amino-N-ethyl-3-methyl-N-((1-methyl-1H-1,2,4-triazol-3-yl)methyl)-1,3-dihydrofuro[3,4-c]quinoline-8-carboxamide